N(=NC(C(=O)O)CC(C)C#N)C(C(=O)O)CC(C)C#N Azobis(4-cyanopentanoic acid)